(R)-3-(3-(difluoromethoxy)phenyl)-4,4-difluoro-N-((S)-3-methyl-1,1-dioxidotetrahydrothiophen-3-yl)-1-(tetrahydro-2H-pyran-4-yl)-4,5,6,7-tetrahydro-1H-indazole-6-carboxamide FC(OC=1C=C(C=CC1)C1=NN(C=2C[C@H](CC(C12)(F)F)C(=O)N[C@@]1(CS(CC1)(=O)=O)C)C1CCOCC1)F